CC1=C(OC2=C(C=C(C=C2C1=O)C)[C@@H](C)NC=1C(=NC=CC1)C(=NO)N)C=1C=NN(C1)C 3-[[(1R)-1-[3,6-Dimethyl-2-(1-methylpyrazol-4-yl)-4-oxo-chromen-8-yl]ethyl]-amino]-N'-hydroxy-pyridine-2-carboxamidine